4-((4-ethylpiperazin-1-yl)methyl)-2,5-difluoroaniline C(C)N1CCN(CC1)CC1=CC(=C(N)C=C1F)F